6-(2,5-dimethoxybenzylamino)purine COC1=C(CNC2=C3NC=NC3=NC=N2)C=C(C=C1)OC